4-pentenyl-boric acid C(CCC=C)OB(O)O